ClCCOCOCOCOCCCl 1,11-dichloro-3,5,7,9-tetraoxaundecane